trans-6-(6-chloro-4-((2R,3R)-3-methyl-1-(methylsulfonyl)piperazin-2-yl)pyridin-2-yl)-N-methylpyrimidine-4-carboxamide ClC1=CC(=CC(=N1)C1=CC(=NC=N1)C(=O)NC)[C@H]1N(CCN[C@@H]1C)S(=O)(=O)C